(3S,4R)-1-[4-({8-[(2R,3S)-3-(methanesulfonyl-methyl)-2-methylazetidin-1-yl]-5-(propan-2-yl)isoquinolin-3-yl}amino)pyrimidin-2-yl]-3-methoxy-piperidin-4-ol CS(=O)(=O)C[C@@H]1[C@H](N(C1)C=1C=CC(=C2C=C(N=CC12)NC1=NC(=NC=C1)N1C[C@@H]([C@@H](CC1)O)OC)C(C)C)C